(1-((4-amino-3,4-dioxo-1-(2-oxopyrrolidin-3-yl)butan-2-yl)amino)-4-methyl-1-oxopentan-2-yl)carbamic acid 2-(3-chlorophenyl)-2-methyl-1-phenylpropyl ester ClC=1C=C(C=CC1)C(C(C1=CC=CC=C1)OC(NC(C(=O)NC(CC1C(NCC1)=O)C(C(=O)N)=O)CC(C)C)=O)(C)C